dioxo-1,4-thiazinane O=C1C(SCCN1)=O